tert-butyl 2-amino-1-(2-trimethylsilylethoxymethyl)-6,7-dihydro-4H-imidazo[4,5-c]pyridine-5-carboxylate NC=1N(C2=C(CN(CC2)C(=O)OC(C)(C)C)N1)COCC[Si](C)(C)C